(E)-3-(2-(3,3-difluoropyrrolidine-1-carbonyl)phenyl)-N-hydroxyacrylamide FC1(CN(CC1)C(=O)C1=C(C=CC=C1)/C=C/C(=O)NO)F